C(C1=CC=CC=C1)N1CCC2=CC=CC=C12 N-benzyl-indoline